(E)-N-cyclohexyl-3-(3,7-dimethylocta-2,6-dien-1-yl)-2,4-dihydroxy-6-pentylbenzenesulfonamide C1(CCCCC1)NS(=O)(=O)C1=C(C(=C(C=C1CCCCC)O)C\C=C(\CCC=C(C)C)/C)O